6-methyl-4,5,6,7-tetrahydropyrazolo[1,5-a]pyridine CC1CCC=2N(C1)N=CC2